5-((7-(Quinolin-8-ylmethyl)-7H-pyrrolo[2,3-d]pyrimidin-4-yl)amino)-1,3-dihydro-2H-benzo[d]imidazol-2-one N1=CC=CC2=CC=CC(=C12)CN1C=CC2=C1N=CN=C2NC2=CC1=C(NC(N1)=O)C=C2